tert-butyl N-[[5-(2,3-dichloro-6-methoxyphenyl)pyridin-2-yl]methyl]carbamate ClC1=C(C(=CC=C1Cl)OC)C=1C=CC(=NC1)CNC(OC(C)(C)C)=O